N-((1-(cyclopropylamino)cyclohexyl)methyl)-4-((2-fluorophenyl)ethynyl)benzamide C1(CC1)NC1(CCCCC1)CNC(C1=CC=C(C=C1)C#CC1=C(C=CC=C1)F)=O